[1,3-bis(2,4,6-trimethylphenyl)imidazolidin-2-ylidene](dichloro)[2-(propan-2-yloxy)benzylidene]ruthenium CC1=C(C(=CC(=C1)C)C)N1C(N(CC1)C1=C(C=C(C=C1C)C)C)=[Ru](=CC1=C(C=CC=C1)OC(C)C)(Cl)Cl